Bis(2,6-difluoro-3-(1H-pyrrol-1-yl)-Phenyl)-titanium FC1=C(C(=CC=C1N1C=CC=C1)F)[Ti]C1=C(C(=CC=C1F)N1C=CC=C1)F